CN(C1CCC2=CC(=CC=C12)NC(C=C)=O)C1=CC(=CC=C1)C(F)(F)F N-(1-(methyl(3-(trifluoromethyl)phenyl)amino)-2,3-dihydro-1H-inden-5-yl)acrylamide